1-methyl-4,5-diiodoimidazole iodide salt [I-].CN1C=NC(=C1I)I